4-(3-((2-(trifluoromethyl)pyrimidin-5-yl)oxy)pyrazin-2-yl)piperazin FC(C1=NC=C(C=N1)OC=1C(=NC=CN1)N1CCNCC1)(F)F